(S)-N-(3-(3-acrylamidophenyl)prop-2-yn-1-yl)-(3-cyano-6-methyl-4-(trifluoromethyl)pyridin-2-yl)-N-(4-fluorophenyl)pyrrolidine-2-carboxamide C(C=C)(=O)NC=1C=C(C=CC1)C#CCN(C(=O)[C@H]1N(CCC1)C1=NC(=CC(=C1C#N)C(F)(F)F)C)C1=CC=C(C=C1)F